2-[(6-methyl-3-phenoxy-2-pyridinyl)oxy]-5-(trifluoromethyl)pyrimidine 4-((methoxymethoxy)carbonyl)-2,3,5,6-tetramethylphenyl-4-(benzyloxy)-2-methyl-5,8-dihydronaphthalene-1-carboxylate COCOC(=O)C1=C(C(=C(C(=C1C)C)OC(=O)C1=C(C=C(C=2CC=CCC12)OCC1=CC=CC=C1)C)C)C.CC1=CC=C(C(=N1)OC1=NC=C(C=N1)C(F)(F)F)OC1=CC=CC=C1